acrylic acid-hydroxyhexyl ester OCCCCCCOC(C=C)=O